tert-butyl 2-((2'-((5-(1,3-dioxoisoindolin-2-yl)pentyl)oxy)-[1,1'-biphenyl]-3-yl)methyl)-3-(ethylsulfonamido)pyrrolidine-1-carboxylate O=C1N(C(C2=CC=CC=C12)=O)CCCCCOC1=C(C=CC=C1)C1=CC(=CC=C1)CC1N(CCC1NS(=O)(=O)CC)C(=O)OC(C)(C)C